ClC1=CC=C(C(=N1)C=1C=C(C=CC1)CC(C(=O)OC(C)(C)C)(C)C)F tert-butyl 3-(3-(6-chloro-3-fluoropyridin-2-yl) phenyl)-2,2-dimethylpropionate